Br.C(C(C)(C)C)(=O)OC1=CC2=C(C(=C(CCC2)Br)C=2C=NC(=NC2)O[C@@H]2CN(CC2)CCCF)C=C1 (S)-8-bromo-9-(2-((1-(3-fluoropropyl)pyrrolidin-3-yl)oxy)pyrimidin-5-yl)-6,7-dihydro-5H-benzo[7]annulen-3-yl pivalate hydrobromide salt